COC(=O)CSC1=NC(=C2C(=N1)N(N=C2)C)NCC2=CC=C(C=C2)S(=O)(=O)N 4-((6-Methoxycarbonylmethylsulfanyl-1-methyl-1H-pyrazolo[3,4-d]pyrimidin-4-yl)aminomethyl)benzenesulfonamide